4-vinylthioaniline C(=C)SC1=CC=C(N)C=C1